O1C=CS(C=C1)(=O)=O [1,4]oxathiine-4,4-dioxide